ClC=1C=CC2=C(C=C(O2)CNC(=O)[C@@H]2CC[C@H](CC2)NC(CO[C@@H]2C[C@@H](C2)OC(F)(F)F)=O)C1 trans-N-((5-chlorobenzofuran-2-yl)methyl)-4-(2-(cis-3-(trifluoromethoxy)cyclobutoxy)acetamido)cyclohexane-1-carboxamide